2-amino-3-hydroxy-3-methylbutyrate NC(C(=O)[O-])C(C)(C)O